C(CCCCCCC)C1(C2=CC=CC=C2C=2C=CC(=CC12)C1=CC=C(S1)C1=C(C(=C(C2=NN(N=C21)CCCCCCCC)C=2SC=CC2)F)F)CCCCCCCC 4-(5-(9,9-dioctyl-9H-fluoren-2-yl)thiophen-2-yl)-5,6-difluoro-2-octyl-7-(thiophen-2-yl)-2H-benzo[d][1,2,3]triazole